NC1=NC2=C(N1C13CN(CC(CC1)C3)CCOC3=C(C=NN3C)C3=CC(=CN(C3=O)C)C(=O)O)C=C(C(=C2)F)Br 5-(5-{2-[1-(2-amino-6-bromo-5-fluoro-1,3-benzodiazol-1-yl)-3-azabicyclo[3.2.1]octan-3-yl]ethoxy}-1-methylpyrazol-4-yl)-1-methyl-6-oxopyridine-3-carboxylic acid